[Si](C)(C)(C(C)(C)C)O[C@@H]1[C@@H](CCC1)NCC=1C=C(C2=C(N=C(O2)C=2C=C(C=CC2)C2=C(C=C(C=C2)F)C2=NN=CN2C)C1)OC (1R,2S)-2-((tert-Butyldimethylsilyl)oxy)-N-((2-(4'-fluoro-2'-(4-methyl-4H-1,2,4-triazol-3-yl)-[1,1'-biphenyl]-3-yl)-7-methoxybenzo[d]oxazol-5-yl)methyl)cyclopentan-1-amine